C1CNC2=CC(=C(C=C21)O)O.Br Dihydroxyindoline HBr